7-methyl-4-oxo-3,4-dihydrothieno[3,2-d]pyrimidin CC1=CSC2=C1N=CNC2=O